ClC1=NN=C(C2=CC=CC=C12)OC1CCS(CC1)(=O)=O 4-[(4-chlorophthalazin-1-yl)oxy]-1λ6-thian-1,1-Dione